2-nonadecapentaenyl-2-oxazoline C(=CC=CC=CC=CC=CCCCCCCCCC)C=1OCCN1